O[C@@]1([C@@H](CC[C@H](C1)C)C(C)C)C(=O)NCC(=O)OC1=CC(=CC(=C1)O)O 3,5-dihydroxyphenyl ((1S,2S,5R)-1-hydroxy-2-isopropyl-5-methylcyclohexane-1-carbonyl)glycinate